2-((3-bromo-5-methoxy-7-methyl-1H-indol-4-yl)methyl)isoindoline-5-carbonitrile BrC1=CNC2=C(C=C(C(=C12)CN1CC2=CC=C(C=C2C1)C#N)OC)C